O=C1NC(CCC1N1C(C2=CC=C(C=C2C1=O)N1CCN(CC1)CCCN1CCN(CC1)C1=CC=C(C=C1)C(=O)C=1C2=C(SC1C1=CC=C(C=C1)O)C=C(C=C2)O)=O)=O 2-(2,6-dioxopiperidin-3-yl)-5-(4-(3-(4-(4-(6-hydroxy-2-(4-hydroxyphenyl)benzo[b]thiophene-3-carbonyl)phenyl)piperazin-1-yl)propyl)piperazin-1-yl)isoindoline-1,3-dione